COC1=C(OCCOCCOCCN(CCOC)CCOC)C(=CC=C1)OC 2-{2-[2-(2,6-dimethoxyphenoxy)ethoxy]ethoxy}-N,N-bis(2-methoxyethyl)ethanamine